1-{[2-({1-hydroxy-2-[3-(trifluoromethyl)phenyl]propan-2-yl}amino)-1H-1,3-benzodiazol-4-yl]methyl}-3-methoxy-3-methylurea OCC(C)(C1=CC(=CC=C1)C(F)(F)F)NC1=NC2=C(N1)C=CC=C2CNC(=O)N(C)OC